N[C@@H](CCC(=O)O)C(=O)O.N1=CN=C2NC=NC2=C1N1C[C@@H](CCC1)NC(C=C)=O (R)-N-(1-(9H-purin-6-yl)piperidin-3-yl)acrylamide L-glutamate